BrC=1C=2N(C3=C(C1)N=C(S3)NC(=O)C3CC3)C=CN2 N-(5-bromoimidazo[1,2-a]thiazolo[4,5-e]pyridin-2-yl)cyclopropanecarboxamide